C(C)(C)(C)C1=CC(=CC=2OP(OC21)Cl)C(C)(C)C 4,6-di-tert-butyl-2-chlorobenzo[d][1,3,2]dioxaphosphole